2-[(4-{6-[(4-chloro-2-fluorobenzyl)oxy]pyridin-2-yl}piperazin-1-yl)methyl]-1-(1,3-oxazol-5-ylmethyl)-1H-benzimidazole-6-carboxylic acid ClC1=CC(=C(COC2=CC=CC(=N2)N2CCN(CC2)CC2=NC3=C(N2CC2=CN=CO2)C=C(C=C3)C(=O)O)C=C1)F